N-(3-(3-chloro-2-(3-fluoro-5-methoxy-4-((((5-oxopyrrolidin-2-yl)methyl)amino)methyl)phenyl)pyridin-4-yl)-2-methylphenyl)-5-(((2-hydroxyethyl)amino)methyl)picolinamide ClC=1C(=NC=CC1C=1C(=C(C=CC1)NC(C1=NC=C(C=C1)CNCCO)=O)C)C1=CC(=C(C(=C1)OC)CNCC1NC(CC1)=O)F